OC1(CC1)C(=O)N1[C@H]([C@H](CCC1)C1=NNC=C1)CO[C@@H]1CC[C@@H](CC1)C1=CC=CC=C1 (1-hydroxycyclopropyl)((CIS)-2-((((CIS)-4-phenylcyclohexyl)oxy)methyl)-3-(1H-pyrazol-3-yl)piperidin-1-yl)methanone